4-(((R)-1-(3-(1,1-difluoro-2-hydroxy-2-methylpropyl)-2-fluorophenyl)ethyl)amino)-8-(2-methoxyethyl)-2,6,8-trimethyl-6,8-dihydro-7H-pyrrolo[2,3-g]quinazolin-7-one FC(C(C)(C)O)(F)C=1C(=C(C=CC1)[C@@H](C)NC1=NC(=NC2=CC3=C(C=C12)N(C(C3(C)CCOC)=O)C)C)F